(6-(dimethoxymethyl)furo[3,2-b]pyridine-2-yl)-methanol COC(C=1C=C2C(=NC1)C=C(O2)CO)OC